N-isopropyl-2-methylbenzofuran-3-carboxamide C(C)(C)NC(=O)C1=C(OC2=C1C=CC=C2)C